NC1CCN(CC1)C1=C(C=NC2=CC=C(C=C12)C=1C=C(C=NC1NCCOC)C#N)C1=CC(=CC(=C1)C)F 5-[4-(4-aminopiperidin-1-yl)-3-(3-fluoro-5-methylphenyl)quinolin-6-yl]-6-[(2-methoxyethyl)amino]pyridine-3-carbonitrile